3'H-spiro[azetidine-3,2'-furo[2,3-b]pyridine]-6'-ol trifluoroacetate FC(C(=O)O)(F)F.O1C2(CC=3C1=NC(=CC3)O)CNC2